NC(C(CC=1C(NC=CC1)=O)NC([C@H](CC(C)C)NC(=O)C=1NC2=CC=CC(=C2C1)OC)=O)=O N-((2S)-1-((1-amino-1-oxo-3-(2-oxo-1,2-dihydropyridin-3-yl)propan-2-yl)amino)-4-methyl-1-oxopentan-2-yl)-4-methoxy-1H-indole-2-carboxamide